N-methylmethylamine CNC